1,3-di(p-tert-butylphenyl)urea C(C)(C)(C)C1=CC=C(C=C1)NC(=O)NC1=CC=C(C=C1)C(C)(C)C